5,10-dihydro-5-methylphenazine CN1C=2C=CC=CC2NC2=CC=CC=C12